2-{4-[5-chloro-2-(1H-tetrazol-1-yl) phenyl]-5-methoxy-2-oxopyridin-1(2H)-yl}-4-methoxybutyrate hydrochloride Cl.ClC=1C=CC(=C(C1)C1=CC(N(C=C1OC)C(C(=O)O)CCOC)=O)N1N=NN=C1